C(=O)(O)[C@H](CCNC(CS)=O)NC(N[C@H](C(=O)O)CCC(=O)O)=O (S)-2-(3-((S)-1-carboxy-3-(2-mercaptoacetamido)propyl)ureido)pentanedioic acid